N1=CC(=CC(=C1)C)C 3,5-Lutidin